difluoro(diisopropyl)aminosilane F[SiH](N(C(C)C)C(C)C)F